O=C1NC(CCC1N1C(C2=CC=CC(=C2C1)NC(=O)C1CCC(CC1)C(=O)OC)=O)=O methyl (1r,4r)-4-((2-(2,6-dioxopiperidin-3-yl)-1-oxoisoindolin-4-yl)carbamoyl)cyclohexane-1-carboxylate